bis-(2,2,6,6-tetramethyl-4-piperidyl) terephthalate C(C1=CC=C(C(=O)OC2CC(NC(C2)(C)C)(C)C)C=C1)(=O)OC1CC(NC(C1)(C)C)(C)C